3-(5-(((1R,2S)-2-aminocyclopentyl)methyl)-1-oxoisoindolin-2-yl)piperidine-2,6-dione N[C@@H]1[C@H](CCC1)CC=1C=C2CN(C(C2=CC1)=O)C1C(NC(CC1)=O)=O